BrN1C(=O)N(C(=O)C1(C)C)Br N,N'-dibromo-5,5-dimethyl-hydantoin